5-methyl-1H-1,2,4-triazole CC1=NC=NN1